2-methyl-3-(4-tert.-butylphenyl)propanal CC(C=O)CC1=CC=C(C=C1)C(C)(C)C